C1NCC12CC(C2)OC2=C1C=CN(C(C1=C(C=C2)Cl)=O)C 5-(2-azaspiro[3.3]heptan-6-yloxy)-8-chloro-2-methyl-isoquinolin-1-one